1-(3-Methyl-4-(naphthalen-2-ylmethoxy)benzyl)-1H-imidazole CC=1C=C(CN2C=NC=C2)C=CC1OCC1=CC2=CC=CC=C2C=C1